2-((3,5-dicyano-6-(4-((2R,5S)-2,5-dimethylpyrrolidin-1-yl)piperidin-1-yl)-4-ethylpyridin-2-yl)sulfanyl)-2-phenylacetamide C(#N)C=1C(=NC(=C(C1CC)C#N)N1CCC(CC1)N1[C@@H](CC[C@@H]1C)C)SC(C(=O)N)C1=CC=CC=C1